ClC1=NC=C(C(=C1)N1C[C@@H]([C@H](CC1)CO)O)C=1C=NN(C1)C1CCOCC1 (3R,4R)-1-(2-chloro-5-(1-(tetrahydro-2H-pyran-4-yl)-1H-pyrazol-4-yl)pyridin-4-yl)-4-(hydroxymethyl)piperidin-3-ol